1-(heptadecan-9-yl) 7-(3-(((4-nitrophenoxy) carbonyl) oxy)-2-((((9Z,12Z)-octadeca-9,12-dienoyl) oxy) methyl) propyl) pimelate C(CCCCCC(=O)OCC(COC(=O)OC1=CC=C(C=C1)[N+](=O)[O-])COC(CCCCCCC\C=C/C\C=C/CCCCC)=O)(=O)OC(CCCCCCCC)CCCCCCCC